ClC=1C(=C(CN2[C@@H](C[C@@](CC2)(C(=O)O)CC2=NC(=C(C(=C2F)C(C(C)(C)C)=O)F)NC2=NNC(=C2)C)C)C=CC1)F (2R,4R)-1-(3-chloro-2-fluorobenzyl)-4-((3,5-difluoro-6-((5-methyl-1H-pyrazol-3-yl)amino)-4-pivaloylpyridin-2-yl)methyl)-2-meth-ylpiperidine-4-carboxylic acid